CN1N=CC(=C1C1=C2C(=NC(=C1)N1[C@@H](COCC1)C)C(=NO2)C2=CC=NN2)C (R)-7-(1,4-dimethyl-1H-pyrazol-5-yl)-5-(3-methylmorpholine-yl)-3-(1H-pyrazol-5-yl)isoxazolo[4,5-b]pyridine